2-(9-phenyl-9-(pyridin-3-yl)-9H-fluoren-2-yl)-1,10-phenanthroline C1(=CC=CC=C1)C1(C2=CC=CC=C2C=2C=CC(=CC12)C1=NC2=C3N=CC=CC3=CC=C2C=C1)C=1C=NC=CC1